[Na+].C(C)(C)(C)OC(=O)NC=1C=C2C(N3C(=NC2=CC1)C(C1=CC(=CC=C13)C=1N=N[N-]N1)=O)=O 5-(2-((tert-butoxycarbonyl)amino)-6,12-dioxo-6,12-dihydroindolo[2,1-b]quinazolin-8-yl)tetrazol-2-ide sodium salt